(S)-6-(4-chlorobenzyl)-N,9-diisopropyl-7,10-dioxo-2,6,9-triazaspiro[4.5]decane-2-carboxamide ClC1=CC=C(CN2[C@]3(CCN(C3)C(=O)NC(C)C)C(N(CC2=O)C(C)C)=O)C=C1